OCCNCCCCCCCC(=O)OC\C=C\CCCCCC (E)-non-2-en-1-yl 8-((2-hydroxyethyl)amino)octanoate